2-Phenyl-6-(piperidine-1-yl)-1,2,3,4-tetrahydroquinoline C1(=CC=CC=C1)C1NC2=CC=C(C=C2CC1)N1CCCCC1